ClC1=C2C(=NC(=C1)C1CC1)NN=C2 4-chloro-6-cyclopropyl-1H-pyrazolo[3,4-b]Pyridine